[S-]C#N.S1C(=CC=C1)CN thiophenemethylamine Thiocyanate